4-bromo-6-hydroxy-2-(4-methoxybenzyl)-2H-indazole-7-carbonitrile BrC=1C2=CN(N=C2C(=C(C1)O)C#N)CC1=CC=C(C=C1)OC